(3-Chloro-7-hydroxy-4-quinolinyl)-(2,3,5,6-tetradeutero-4-fluoro-phenyl)methanone ClC=1C=NC2=CC(=CC=C2C1C(=O)C1=C(C(=C(C(=C1[2H])[2H])F)[2H])[2H])O